(S)-1-(4-(1-(hydroxymethyl)-5,6,7,8-tetrahydroimidazo[1,5-a]pyridin-8-yl)phenyl)-3-(pyridin-2-yl)urea OCC=1N=CN2C1[C@@H](CCC2)C2=CC=C(C=C2)NC(=O)NC2=NC=CC=C2